CC=1C=C(C=C(C1)COC1=C(C=C(C#N)C=C1)F)COC1=C(C=C(C#N)C=C1)F 4,4'-(((5-methyl-1,3-phenylene)bis(methylene))bis(oxy))bis(3-fluorobenzonitrile)